bis-(2-hydroxyethyl)oleylamine OCCN(CCCCCCCC\C=C/CCCCCCCC)CCO